4-acetyl-6-(2-chloro-5-fluorophenyl)-1-(2,4-dimethoxybenzyl)-5-hydroxy-3,6-dihydropyridin-2(1H)-one C(C)(=O)C=1CC(N(C(C1O)C1=C(C=CC(=C1)F)Cl)CC1=C(C=C(C=C1)OC)OC)=O